OC1=C(C=NNC(C2=CC(=C(C(=C2)CC2=CC=CC=C2)CC2=CC=CC=C2)CC2=CC=CC=C2)=O)C=CC=C1 3,4,5-tribenzyl-benzoic acid (2-hydroxy-benzylidene)-hydrazide